1-(4-bromophenyl-2,3,5,6-d4)ethan-1-one BrC1=C(C(=C(C(=C1[2H])[2H])C(C)=O)[2H])[2H]